1-(5-chloro-2-(phenylamino)pyridin-4-yl)-N-(1-(3-chlorophenyl)-2-hydroxyethyl)-1H-pyrrole-3-amide ClC=1C(=CC(=NC1)NC1=CC=CC=C1)N1C=C(C=C1)C(=O)NC(CO)C1=CC(=CC=C1)Cl